NC1=CC(=C(OC=2C3=C(C(NN2)=O)C(CC3)C([2H])([2H])[2H])C(=C1)Cl)Cl 4-(4-amino-2,6-dichlorophenoxy)-7-(methyl-d3)-2,5,6,7-tetrahydro-1H-cyclopenta[d]pyridazin-1-one